4-((14-amino-3,6,9,12-tetraoxatetradecyl)amino)-2-(2,6-dioxopiperidin-3-yl)isoindoline-1,3-dione hydrochloride Cl.NCCOCCOCCOCCOCCNC1=C2C(N(C(C2=CC=C1)=O)C1C(NC(CC1)=O)=O)=O